COC(C1=C(C(=CC(=C1)CC)C(C)(C)C)OC(C)=O)=O 2-acetoxy-3-(tertiary butyl)-5-ethylbenzoic acid methyl ester